4-((6-nitro-1H-indol-3-yl)methyl)benzene-1,2-diol [N+](=O)([O-])C1=CC=C2C(=CNC2=C1)CC=1C=C(C(=CC1)O)O